1-(cyclopropylmethyl)-5-(4,4,5,5-tetramethyl-1,3,2-dioxaborolan-2-yl)pyrimidin-2-amine C1(CC1)CN1C(N=CC(=C1)B1OC(C(O1)(C)C)(C)C)N